C(#N)C=1C=C(C=NC1N1N=CC=N1)NC(=O)[C@@H]1CC(C=2C=3N(N=CC21)C=C(N3)C(F)F)(C)C (R)-N-(5-cyano-6-(2H-1,2,3-triazol-2-yl)pyridin-3-yl)-2-(difluoromethyl)-9,9-dimethyl-8,9-dihydro-7H-cyclopenta[d]imidazo[1,2-b]pyridazine-7-carboxamide